FC(C1=CC=CC(=N1)C(C)=O)(F)F 1-[6-(trifluoromethyl)pyridin-2-yl]ethan-1-one